(4S)-3-amino-2-(4-fluoro-3,5-dimethylphenyl)-4,6-dimethyl-6,7-dihydro-4H-pyrazolo[4,3-c]pyridine-5-carbaldehyde NC=1N(N=C2C1[C@@H](N(C(C2)C)C=O)C)C2=CC(=C(C(=C2)C)F)C